ClC=1C=CC(=C(C1)C1=CC(=C(N=N1)SCCO)NC1=CC(=NC=C1)NC(CCN1CCN(CC1)CC1(C(OCC1)=O)C)=O)F N-(4-{[6-(5-chloro-2-fluorophenyl)-3-[(2-hydroxyethyl)sulfanyl]pyridazin-4-yl]amino}pyridin-2-yl)-3-{4-[(3-methyl-2-oxooxolan-3-yl)methyl]piperazin-1-yl}propanamide